The molecule is dianion of reduced flavin mononucleotide arising from deprotonation of both phosphate OH groups. It has a role as a Saccharomyces cerevisiae metabolite and a cofactor. It is a conjugate base of a FMNH2. It is a conjugate acid of a FMNH2(3-). CC1=CC2=C(C=C1C)N(C3=C(N2)C(=O)NC(=O)N3)C[C@@H]([C@@H]([C@@H](COP(=O)([O-])[O-])O)O)O